C1(=CC=CC=C1)CCCC1=CC=NC=C1 4-(3-phenylpropyl)pyridine